FC1(CCC(CC1)[C@H](NC(=O)C=1C(=NNC1)C)C=1N=C2N(N=C(C=C2)CC2C(NC[C@@H](C2)C(F)(F)F)=O)C1)F N-((1S)-(4,4-difluorocyclohexyl)(6-(((5R)-2-oxo-5-(trifluoromethyl)piperidin-3-yl)methyl)imidazo[1,2-b]pyridazin-2-yl)methyl)-3-methyl-1H-pyrazole-4-carboxamide